COC1=CC=C(CN(S(=O)(=O)C2=CC(=CC3=CNN=C23)N)CC2=CC=C(C=C2)OC)C=C1 N,N-bis-(4-methoxybenzyl)-5-amino-2H-indazole-7-sulfonamide